C12(CC3CC(CC(C1)C3)C2)C=2C=C(C=CC2OC)C=2C=C3C=CC(=CC3=CC2)C(=O)O (6-[3-(1-adamantyl)-4-methoxyphenyl])-2-naphthoic acid